aza-thiophene S1N=CC=C1